C12CN(CC(CC1)O2)C2=CC(=C(N=N2)CN)N2C(CC(CC2)(F)F)C (6-(8-oxa-3-azabicyclo[3.2.1]oct-3-yl)-4-(4,4-difluoro-2-methylpiperidin-1-yl)pyridazin-3-yl)methylamine